(2,6-dimethoxybenzoyl)triethylgermanium COC1=C(C(=O)[Ge](CC)(CC)CC)C(=CC=C1)OC